cis-N-Boc-1,2-cyclohexanediamine C(=O)(OC(C)(C)C)N[C@H]1[C@H](CCCC1)N